BrC=1C(=C(C=CC1)C1=NN(C=C1C1=NC(=NC=C1)S(=O)(=O)C)C(C)C)F 4-(3-(3-Bromo-2-fluorophenyl)-1-isopropyl-1H-pyrazol-4-yl)-2-(methylsulfonyl)pyrimidine